FC(C1=CC2=C(SC(=C2)C(N[C@H]2CCCC[C@@H]3N(C2=O)[C@@H](CC3)C(N(C)C=3C=NC(=CC3)OC)=O)=O)C=C1)(F)P(O)(O)=O (difluoro(2-(((3S,6S,10aS)-3-((6-methoxypyridin-3-yl)(methyl)carbamoyl)-5-oxodecahydro-pyrrolo[1,2-a]azocin-6-yl)carbamoyl)benzo[b]thiophen-5-yl)methyl)phosphonic acid